OC12CC3C(C(CC(C1)C3)C2)NC2=NC(=NC=C2C(=O)N)NC2=CC3=C(OC[C@H](CN3)O)C=C2 4-((1-hydroxyadamantan-4-yl)amino)-2-(((S)-2,3,4,5-tetrahydro-3-hydroxybenzo[b][1,4]oxazepin-7-yl)amino)pyrimidine-5-carboxamide